(1-(4-(azetidin-1-ylmethyl)-2-chlorophenyl)-2-methyl-1H-imidazol-4-yl)-N-(1-(methylsulfonyl)piperidin-4-yl)-5-(trifluoromethyl)pyrimidin-2-amine N1(CCC1)CC1=CC(=C(C=C1)N1C(=NC(=C1)C1=NC(=NC=C1C(F)(F)F)NC1CCN(CC1)S(=O)(=O)C)C)Cl